methyl (7S)-2-[[2-(difluoromethoxy)-5-fluorophenyl](hydroxy)methyl]-3-[(1R,3R)-3-(methoxycarbonyl)cyclohexyl]-7-methyl-3H,6H,7H,8H,9H-imidazo[4,5-f]quinoline-6-carboxylate FC(OC1=C(C=C(C=C1)F)C(C=1N(C=2C(=C3CC[C@@H](N(C3=CC2)C(=O)OC)C)N1)[C@H]1C[C@@H](CCC1)C(=O)OC)O)F